bis(ethylenediamine) palladium (II) chloride [Pd](Cl)Cl.C(CN)N.C(CN)N